ClC1=NC(=NC(=C1CC(F)F)C)N 4-chloro-5-(2,2-difluoroethyl)-6-methyl-pyrimidin-2-amine